CC1=CC=C(C=C1)S(=O)(=O)NN=C(C1=CC(=CC=C1)C)C1=CC=CC=C1 3-methylbenzophenone para-toluenesulfonyl hydrazone